(E)-N-((1,2,3,5,6,7-Hexahydro-s-indacen-4-yl)carbamoyl)-2-(piperidin-2-yl)ethen-1-sulfonamid C1CCC2=C(C=3CCCC3C=C12)NC(=O)NS(=O)(=O)\C=C\C1NCCCC1